2-Amino-N-{1-[4-chloro-7-(3-methoxy-pyrrolidin-1-yl)-2H-indazol-6-yl]ethyl}-pyrazolo[1,5-a]pyrimidine-3-carboxamide bis(trifluoroacetate) FC(C(=O)O)(F)F.FC(C(=O)O)(F)F.NC1=NN2C(N=CC=C2)=C1C(=O)NC(C)C=1C=C(C2=CNN=C2C1N1CC(CC1)OC)Cl